N,N-dimethyl-aminoneopentyl acrylate C(C=C)(=O)OC(C(C)(C)C)N(C)C